1-[6,7-dichloro-3-(3,5-dimethylphenyl)cinnolin-4-yl]piperidin-4-amine ClC=1C=C2C(=C(N=NC2=CC1Cl)C1=CC(=CC(=C1)C)C)N1CCC(CC1)N